FC1=CC=C(C(=O)NC2CCC(CC2)NC2=NC(=NC3=CC=CC=C23)C(F)(F)F)C=C1 4-fluoro-N-[(1s,4s)-4-{[2-(trifluoromethyl)quinazolin-4-yl]amino}cyclohexyl]benzamide